C(=O)(O)C1=C(C=CC=C1)C1C2=CC=C(C=C2OC=2CCCCC12)N(CC)CC 9-(2-carboxyphenyl)-6-(diethylamino)-1,2,3,4-tetrahydroxanthene